(6-chloropyridin-3-yl)(cyclopentyl)(imino)-λ6-sulfanone ClC1=CC=C(C=N1)S(=O)(=N)C1CCCC1